C(CCCCCCC\C=C/CCCCCCCC)(=O)OCC(COC(CCCN1CCC1)=O)COC(C(CCCCCCCC)CCCCCC)=O 3-((4-(azetidin-1-yl)butanoyl)oxy)-2-(((2-hexyldecanoyl)oxy)methyl)propyl oleate